tert-butyl 7-{[(4-bromopyridin-2-yl) carbamoyl] methyl}-4,7-diazaspiro[2.5]octane-4-carboxylate BrC1=CC(=NC=C1)NC(=O)CN1CCN(C2(CC2)C1)C(=O)OC(C)(C)C